FC(C1=NN(C=C1NC(=O)C=1C=NN2C1N=C(C=C2)N2CCOCC2)C2CCN(CC2)CCC2CCC1(CCN(CC1)C(=O)OC(C)(C)C)CC2)F Tert-butyl 9-(2-(4-(3-(difluoromethyl)-4-(5-morpholinopyrazolo[1,5-a]pyrimidine-3-carboxamido)-1H-pyrazol-1-yl) piperidin-1-yl) ethyl)-3-azaspiro[5.5]undecane-3-carboxylate